1H-imidazo[4,5-c]Quinoline-4-amine N1C=NC=2C(=NC=3C=CC=CC3C21)N